C[Si](CCOCN1N=C2C(=C1)SC(=C2)C2CCN(CC2)C(=O)OC(C)(C)C)(C)C tert-butyl 4-(2-[[2-(trimethylsilyl)ethoxy]methyl]thieno[3,2-c]pyrazol-5-yl)piperidine-1-carboxylate